2-(3-((2-chloro-6,7-dihydro-5H-cyclopenta[d]pyrimidin-4-yl)amino)bicyclo[1.1.1]pentan-1-yl)-N-(4-fluorophenyl)propanamide ClC=1N=C(C2=C(N1)CCC2)NC21CC(C2)(C1)C(C(=O)NC1=CC=C(C=C1)F)C